(S)-N-(5-hydroxy-1,2,3,4-tetrahydronaphthalen-2-yl)-4-(3-hydroxy-2-methyl-4-oxopyridin-1(4H)-yl)-N-propylbutanamide OC1=C2CC[C@@H](CC2=CC=C1)N(C(CCCN1C(=C(C(C=C1)=O)O)C)=O)CCC